6-[4-[acetyl-[2-(ethoxycarbonylamino)ethyl]amino]-3-methyl-phenyl]pyridine-3-carboxylic acid methyl ester COC(=O)C=1C=NC(=CC1)C1=CC(=C(C=C1)N(CCNC(=O)OCC)C(C)=O)C